4-(4-((1R,5S)-3,8-diazabicyclo[3.2.1]octan-8-yl)-2-(((2R,7aS)-2-fluorotetrahydro-1H-pyrrolizin-7a(5H)-yl)methoxy)quinazolin-7-yl)-7-fluorobenzo[d]thiazol-2-amine [C@H]12CNC[C@H](CC1)N2C2=NC(=NC1=CC(=CC=C21)C2=CC=C(C1=C2N=C(S1)N)F)OC[C@]12CCCN2C[C@@H](C1)F